pyrophosphate Manganese [Mn+4].[O-]P([O-])(=O)OP(=O)([O-])[O-]